OC1(CCC(CC1)NC1=NC(=NC=C1C(=O)N)NC1CCC(CC1)OC)C 4-((1s,4s)-4-hydroxy-4-methylcyclohexylamino)-2-((1r,4r)-4-methoxycyclohexylamino)pyrimidine-5-carboxamide